C(#N)NCCN(C#N)CC N,N'-dicyanoethylethylenediamine